(S)-7-((6-((dimethyl-amino)methyl)-5-(tetrahydrofuran-3-yl)pyridin-2-yl)amino)-4-(7-methyl-pyrazolo[1,5-a]pyridin-3-yl)isoindolin-1-one CN(C)CC1=C(C=CC(=N1)NC=1C=CC(=C2CNC(C12)=O)C=1C=NN2C1C=CC=C2C)[C@H]2COCC2